(1R,2S)-2-(fluoromethyl)-N-(5-(5-methoxybenzo[d]oxazol-2-yl)-8-(methylamino)-2,7-naphthyridin-3-yl)cyclopropane-1-carboxamide FC[C@@H]1[C@@H](C1)C(=O)NC=1N=CC2=C(N=CC(=C2C1)C=1OC2=C(N1)C=C(C=C2)OC)NC